2,3-Dibromo-5-(1,1-dimethylethyl)-N,N-bis[4-(1,1-di-methylethyl)phenyl]benzenamine BrC1=C(C=C(C=C1Br)C(C)(C)C)N(C1=CC=C(C=C1)C(C)(C)C)C1=CC=C(C=C1)C(C)(C)C